2,5,6-trichloro-N-((2-isopropyl-4-methylpyridin-3-yl)carbamoyl)nicotinamide ClC1=C(C(=O)NC(NC=2C(=NC=CC2C)C(C)C)=O)C=C(C(=N1)Cl)Cl